4-(4,5-diphenyl-1H-imidazole-2-yl)benzaldehyde C1(=CC=CC=C1)C=1N=C(NC1C1=CC=CC=C1)C1=CC=C(C=O)C=C1